2-methyl-N-(tri(pyrrolidin-1-yl)phosphoranylidene)-propan-2-amine CC(C)(C)N=P(N1CCCC1)(N1CCCC1)N1CCCC1